ClC=1C=C(C=C(C1)Cl)C1=NC(=CC(=C1)CN1CCC(CC1)CCC(=O)O)OC=1C=NC(=CC1)N1CCNCC1 3-(1-((2-(3,5-dichlorophenyl)-6-((6-(piperazin-1-yl)pyridin-3-yl)oxy)pyridin-4-yl)methyl)piperidin-4-yl)propanoic acid